BrCCCCCCC(C(F)F)=O 8-bromo-1,1-difluorooctan-2-one